4-chloro-2-(2,6-dioxopiperidin-3-yl)-1-oxo-2,3-dihydro-1H-isoindol ClC1=C2CN(C(C2=CC=C1)=O)C1C(NC(CC1)=O)=O